[8-(1-hexylheptoxy)-8-oxo-octyl] (2S)-4-hydroxypyrrolidine-2-carboxylate OC1C[C@H](NC1)C(=O)OCCCCCCCC(=O)OC(CCCCCC)CCCCCC